N'-hydroxy-3-((4-methoxybenzyl)oxy)-5-((5-(4-(trifluoromethyl)phenyl)oxazol-2-yl)amino)picolinimidamide ON=C(C1=NC=C(C=C1OCC1=CC=C(C=C1)OC)NC=1OC(=CN1)C1=CC=C(C=C1)C(F)(F)F)N